3-(pyridin-3-yl)-N-m-tolyl-3a,4,5,6,7,7a-hexahydro-4,7-methylenebenzo[d]isoxazole-7a-carboxamide N1=CC(=CC=C1)C1=NOC2(C1C1CCC2C1)C(=O)NC=1C=C(C=CC1)C